1,4-dimethylanilinedicarboxylic acid CC1(N(C(=O)O)C(=O)O)CC=C(C=C1)C